NC1=NC=2C=CC(=CC2C2=C1C=NN2C)C(=O)N2[C@H](COCC2)C2=CC=C(C=C2)C(F)(F)F (4-amino-1-methyl-1H-pyrazolo[4,3-c]quinolin-8-yl)((3S)-3-(4-(trifluoromethyl)phenyl)-4-morpholinyl)methanone